CN1[C@H]2[C@@](CCC1)(CCC2)COC2=NC1=C(C(=CC=C1C(=N2)N2CC1CCC(C2)N1)C1=CC(=CC2=CC=CC(=C12)CC)O)F 4-(2-{[(4aS,7aR)-1-methyl-octahydro-1H-cyclopenta[b]pyridin-4a-yl]methoxy}-4-{3,8-diazabicyclo[3.2.1]octan-3-yl}-8-fluoroquinazolin-7-yl)-5-ethylnaphthalen-2-ol